(R)-2-((4-(hydroxyimino)-1-oxo-1,4-dihydronaphthalen-2-yl)amino)-3-phenyl-N-(4-bromophenyl)-propionamide ON=C1C=C(C(C2=CC=CC=C12)=O)N[C@@H](C(=O)NC1=CC=C(C=C1)Br)CC1=CC=CC=C1